CC=1C=C2C=CNC2=C(C1)C 5,7-dimethyl-1H-Indole